methyl 5-fluoro-3-methyl-1,2-benzoxazole-6-carboxylate FC=1C(=CC2=C(C(=NO2)C)C1)C(=O)OC